tert-butyl N-(1-{6-amino-5-[(2-chloro-3-{4-oxo-4-[4-(2,2,2-trifluoroacetyl)piperazin-1-yl]butanamido}phenyl)sulfanyl]pyrazin-2-yl}-4-methylpiperidin-4-yl)carbamate NC1=C(N=CC(=N1)N1CCC(CC1)(C)NC(OC(C)(C)C)=O)SC1=C(C(=CC=C1)NC(CCC(N1CCN(CC1)C(C(F)(F)F)=O)=O)=O)Cl